FC1=CC=C(S1)CNC(=O)C1=CN=C(S1)N1CCC(CC1)N1C[C@@H](CCC1)C N-[(5-Fluoro-2-thienyl)methyl]-2-[(3R)-3-methyl[1,4'-bipiperidin]-1'-yl]-1,3-thiazole-5-carboxamide